[Cl-].N(=[N+]=[N-])S(=O)(=O)N1C=[NH+]C=C1 1-(azidosulfonyl)-1H-imidazol-3-ium chloride